CNC(NCCCNC(=O)C=1C=NC2=C(C=CC=C2C1)C1=CCC(CC1)C(F)(F)F)=O N-(3-(3-methylureido)propyl)-8-(4-(trifluoromethyl)cyclohex-1-en-1-yl)quinoline-3-carboxamide